ClC=1C=C(C=CC1F)C=1N=CN(C1C=1C=CC=2N(N1)C(=CN2)C#N)CCCF 6-(4-(3-chloro-4-fluorophenyl)-1-(3-fluoro-propyl)-1H-imidazol-5-yl)imidazo[1,2-b]pyridazine-3-carbonitrile